N1C(=NC2=C1C=CC=C2)C2=CC(=NN2)NC(=O)C=2C=NC(=CC2)N[C@@H](CO)C N-[5-(1H-benzimidazol-2-yl)-1H-pyrazol-3-yl]-6-[[(1R)-2-hydroxy-1-methyl-ethyl]amino]pyridine-3-carboxamide